8-hydroxy-3-({1-[(4-methylphenyl)methyl]-1,2,3-triazacyclopent-4-yl}methyl)-1,2,3,4-tetrahydroquinazoline-2,4-dione OC=1C=CC=C2C(N(C(NC12)=O)CC1NNN(C1)CC1=CC=C(C=C1)C)=O